COC=1C=C(C=C(C1)OC)N1N=C(C2=C1C1=C(OC2)C=C(C(=C1)C1=NN(C=C1)C)OC)C(=O)N(C)C(C)(CCO)C (3,5-Dimethoxyphenyl)-N-(4-hydroxy-2-methylbutan-2-yl)-7-methoxy-N-methyl-8-(1-methyl-1H-pyrazol-3-yl)-1,4-dihydrobenzopyrano[4,3-c]pyrazole-3-carboxamide